(2S,3S)-3-(((S)-1-(isopentyl(methyl)amino)-4-methyl-1-oxopentan-2-yl)carbamoyl)oxirane-2-carboxylic acid C(CC(C)C)N(C([C@H](CC(C)C)NC(=O)[C@@H]1[C@H](O1)C(=O)O)=O)C